7-(2-(benzyloxy)-6-methylphenyl)-4-((1R,5S)-3,8-diazabicyclo[3.2.1]octan-3-yl)-8-fluoro-2-((2-fluorotetrahydro-1H-pyrrolizin-7a(5H)-yl)methoxy)pyrido[4,3-d]pyrimidine C(C1=CC=CC=C1)OC1=C(C(=CC=C1)C)C1=C(C=2N=C(N=C(C2C=N1)N1C[C@H]2CC[C@@H](C1)N2)OCC21CCCN1CC(C2)F)F